FC(C(=O)OCC)=C1CCC(CC1)N[C@@H]1C[C@@H](N(C2=CC=CC=C12)C(CC)=O)C |o1:14,16| ethyl 2-fluoro-2-(4-(((2S*,4R*)-2-methyl-1-propionyl-1,2,3,4-tetrahydroquinolin-4-yl)amino)cyclohexylidene)acetate